2-chloro-N-{(2-(2,6-dioxo(3-piperidyl))-1,3-dioxoisoindolin-4-yl)methyl}acetamide Methyl-4-(((1r,4r)-4-((tert-butoxycarbonyl)amino)cyclohexyl)oxy)benzoate COC(C1=CC=C(C=C1)OC1CCC(CC1)NC(=O)OC(C)(C)C)=O.ClCC(=O)NCC1=C2C(N(C(C2=CC=C1)=O)C1C(NC(CC1)=O)=O)=O